tert-Butyl (3-((4-((2-(4-methoxyphenyl)quinolin-4-yl)amino)cyclohexyl)amino) propyl)carbamate COC1=CC=C(C=C1)C1=NC2=CC=CC=C2C(=C1)NC1CCC(CC1)NCCCNC(OC(C)(C)C)=O